6,7-dihydronaphthalene-1,4-dione C1(C=CC(C2=CCCC=C12)=O)=O